(6S)-6-(2-Chloro-3-{[6-(difluoromethoxy)pyridin-3-yl]-amino}phenyl)-2-imino-6-methyl-3-(tetrahydropyran-4-yl)hexahydropyrimidin-4-one ClC1=C(C=CC=C1NC=1C=NC(=CC1)OC(F)F)[C@@]1(CC(N(C(N1)=N)C1CCOCC1)=O)C